4-(4-(5-oxa-2-azabicyclo[5.1.0]octan-2-yl)-8-fluoro-2-(((1aS,6aS,6bR)-hexahydrocyclopropa[a]pyrrolizin-6a(4H)-yl)methoxy)pyrido[4,3-d]pyrimidin-7-yl)-5-ethynyl-6-fluoronaphthalen-2-ol C12N(CCOCC2C1)C=1C2=C(N=C(N1)OC[C@]13CCCN3C[C@@H]3[C@H]1C3)C(=C(N=C2)C2=CC(=CC3=CC=C(C(=C23)C#C)F)O)F